CC1(CC2(C(NC(N2)=O)=O)CC(N1)(C)C)C 7,7,9,9-tetramethyl-1,3,8-triazaspiro(4.5)decane-2,4-dione